4-chloro-6-(1H-imidazol-1-yl)-N-((1r,4r)-4-(2-methoxyethoxy)cyclohexyl)picolinamide ClC1=CC(=NC(=C1)N1C=NC=C1)C(=O)NC1CCC(CC1)OCCOC